3-(trifluoromethyl)-1H-pyrrolo[2,3-b]pyridin-6-amine FC(C1=CNC2=NC(=CC=C21)N)(F)F